ClC=1N=C(C=2CCN(CC2C1C#N)C(C)C=1C(=NC(=CC1)OC1COC1)F)NCC#N 3-chloro-1-[(cyanomethyl)amino]-6-{1-[2-fluoro-6-(oxetan-3-yloxy)pyridin-3-yl]ethyl}-5,6,7,8-tetrahydro-2,6-naphthyridine-4-carbonitrile